C(C)OC(=O)C1=C(N=C(S1)NC(C(CNC(C1=CC(=CC=C1)C1=NOC(=N1)C)=O)C)=O)C 4-methyl-2-(2-methyl-3-(3-(5-methyl-1,2,4-oxadiazol-3-yl)benzoylamino)propionylamino)thiazole-5-carboxylic acid ethyl ester